CC(C)(CC(C)O)O 2-methyl-pentan-2,4-diol